difluoromethyl-sodium FC(F)[Na]